4-(3-Chloroanilino)-2'-[(2R)-2-methyl-3-{[(5R)-5-methyl-5,6,7,8-tetrahydroquinolin-4-yl]oxy}propyl]-6'-(2-phosphonoethoxy)-2',3'-dihydrospiro[cyclohexane-1,1'-indene]-4-carboxylic acid ClC=1C=C(NC2(CCC3(C(CC4=CC=C(C=C34)OCCP(=O)(O)O)C[C@H](COC3=CC=NC=4CCC[C@H](C34)C)C)CC2)C(=O)O)C=CC1